2-Methyl-N-(3-(2-oxopropyl)-1,2,4-thiadiazol-5-yl)-5-(3-(trifluoromethyl)phenyl)furan-3-carboxamide CC=1OC(=CC1C(=O)NC1=NC(=NS1)CC(C)=O)C1=CC(=CC=C1)C(F)(F)F